3,5-dihydroxy-2,4,6-trinitrobromochlorobenzene OC=1C(C(C(=C(C1[N+](=O)[O-])O)[N+](=O)[O-])(Cl)Br)[N+](=O)[O-]